[Na+].C(CCCCCCCCCCC)(=O)[O-] dodecanoate sodium salt